CC(C(=O)OC1C(OC(C(COC(C1CC1=CC=CC=C1)=O)NC(=O)C1=NC=CC(=C1OCOC(C)=O)OC)=O)C)C 3-[[[3-[(acetyloxy)methoxy]-4-methoxy-2-pyridinyl]carbonyl]amino]-6-methyl-4,9-dioxo-8-(phenylmethyl)-1,5-dioxonan-7-yl 2-methylpropanoate